FC(C(=O)N1CC2=CC(=CC=C2CC1)NC1=NC=C2C(=N1)N(N=C2I)C)(F)F 2,2,2-trifluoro-1-(7-((3-iodo-1-methyl-1H-pyrazolo[3,4-d]pyrimidin-6-yl)amino)-3,4-dihydroisoquinolin-2(1H)-yl)ethan-1-one